4-(2-(2-bromoethoxy)ethylsulfonyl)-2-(2,6-dioxopiperidin-3-yl)isoindoline BrCCOCCS(=O)(=O)C1=C2CN(CC2=CC=C1)C1C(NC(CC1)=O)=O